(2S)-Isopropyl 2-(((4-(aminomethyl)-5-hydroxy-6-methylpyridin-3-yl)methoxy)(4-chlorophenoxy)phosphorylamino)propanoate NCC1=C(C=NC(=C1O)C)COC1=C(OP(=O)=N[C@H](C(=O)OC(C)C)C)C=CC(=C1)Cl